(M)-3-chloro-4-((5-fluoropyrimidin-4-yl)methoxy)-2'-(2-(2-hydroxypropan-2-yl)pyrimidin-4-yl)-5',6-dimethyl-2H-[1,4'-bipyridin]-2-one ClC=1C(N(C(=CC1OCC1=NC=NC=C1F)C)C1=CC(=NC=C1C)C1=NC(=NC=C1)C(C)(C)O)=O